N-(4-(aminomethyl)phenyl)-3-fluoro-2-methyl-4-(4-(trifluoromethyl)piperidin-1-yl)aniline hydrochloride Cl.NCC1=CC=C(C=C1)NC1=C(C(=C(C=C1)N1CCC(CC1)C(F)(F)F)F)C